FC1=C(CNC(=O)C=2C(C(=C3C(N4[C@H](CCO[C@@H]4CN3C2)C)=O)O)=O)C=CC(=C1)F (4S,9aR)-5-Hydroxy-4-methyl-6,10-dioxo-3,4,6,9,9a,10-hexahydro-2H-1-oxa-4a,8a-diaza-anthracene-7-carboxylic acid 2,4-difluorobenzylamide